5-((5-cyanopyridin-3-yl)methoxy)-7-((2-methyl-[1,1'-biphenyl]-3-yl)methoxy)-2,3-dihydro-1H-indene-4-carboxylic acid C(#N)C=1C=C(C=NC1)COC1=C(C=2CCCC2C(=C1)OCC=1C(=C(C=CC1)C1=CC=CC=C1)C)C(=O)O